(S)-4-(Pyridin-2-ylmethyl)-N-((tetrahydrofuran-3-yl)methyl)-3,4-dihydroquinoxaline-1(2H)-carboxamide N1=C(C=CC=C1)CN1CCN(C2=CC=CC=C12)C(=O)NC[C@H]1COCC1